[S+2].S(=O)(=O)([O-])[O-] sulphate sulfur